C(C)(C)(C)OC(=O)N1C(=CC2=CC=C(C=C12)CN1N=NC(=C1)C1=C2C=NNC2=CC(=C1)[Se]C#N)CN1CC2(CCC2)CC1 2-((6-azaspiro[3.4]oct-6-yl)methyl)-6-((4-(6-selenocyano-1H-indazol-4-yl)-1H-1,2,3-triazol-1-yl)methyl)-1H-indole-1-carboxylic acid tert-butyl ester